C1(CCC1)N1C2C(N(C(C1=O)=O)CC=1N=NC(=CC1)C1=CC=CC=C1)CCC2 1-cyclobutyl-4-((6-phenylpyridazin-3-yl)methyl)hexahydro-1H-cyclopenta[b]pyrazine-2,3-dione